FC=1C=C(C=C(C1)F)N(C(C)=O)C1=NC=CC(=C1)[N+](=O)[O-] N-(3,5-difluorophenyl)-N-(4-nitropyridin-2-yl)acetamide